ClC1=C(C=CC(=C1)OC1=CC=CC=C1)C1=CNC2=C1C1=C(NC[C@](N1)(C([2H])([2H])[2H])COC([2H])([2H])[2H])C=N2 (R)-9-(2-chloro-4-phenoxyphenyl)-2-((methoxy-d3)methyl)-2-(methyl-d3)-1,2,4,7-tetrahydro-3H-pyrrolo[3',2':5,6]pyrido[3,4-b]pyrazine